OCCCC1=C(N=CC(=N1)N1CCC(CC1)C(=O)OCC)I ethyl 1-(6-(3-hydroxypropyl)-5-iodo-pyrazin-2-yl)piperidine-4-carboxylate